Cl.COC1=CC=C(OCCC(=O)NC=2C=NN(C2)CC(N2CC(CCC2)OC2=CC=C(C=C2)C)=O)C=C1 3-(4-methoxyphenoxy)-N-(1-(2-oxo-2-(3-(p-tolyloxy)piperidin-1-yl)ethyl)-1H-pyrazol-4-yl)propanamide hydrochloride